N,N-diethyl-4-aminobutanamide C(C)N(C(CCCN)=O)CC